(Rac)-1-[(1-phenylcyclobutyl)carbamoyl]-5',6'-dihydrospiro[pyrrolidine-3,4'-pyrrolo[1,2-b]pyrazol]-2'-yl trifluoromethanesulfonate FC(S(=O)(=O)OC=1C=C2N(N1)CC[C@]21CN(CC1)C(NC1(CCC1)C1=CC=CC=C1)=O)(F)F |r|